C1(CCCCC1)CNC(=O)C=1C2=C(N=C(N1)N1C=NC=C1)C=CN2 N-(cyclohexylmethyl)-2-(1H-imidazol-1-yl)-5H-pyrrolo[3,2-d]pyrimidine-4-carboxamide